[Na+].C[NH-] N-methyl-amide sodium